6-((2-amino-2-oxo-1-phenylethyl)thio)-3,5-dicyano-4-ethylpyridine NC(C(C1=CC=CC=C1)SC1=C(C(=C(C=N1)C#N)CC)C#N)=O